2-((1-benzyl-1H-indazol-3-yl)oxy)acetic acid C(C1=CC=CC=C1)N1N=C(C2=CC=CC=C12)OCC(=O)O